NC1=NC=NC=2C3=C(\C(\C(C12)(C)C)=N/OCCC#N)C=C(C=C3)O[C@@H]3CC[C@@H](CC3)N 3-[(Z)-[4-amino-8-(cis-4-aminocyclohexyloxy)-5,5-dimethyl-benzo[h]quinazolin-6-ylidene]amino]oxypropionitrile